(±)-1-(pyridazin-3-ylcarbamoyl)-6-azaspiro[2.5]octane-6-carboxylate N1=NC(=CC=C1)NC(=O)[C@@H]1CC12CCN(CC2)C(=O)[O-] |r|